BrC1=CC=C(OC2=CSC3=C4C=NN(C4=CC=C32)C3OCCCC3)C=C1 3-(4-bromophenoxy)-6-(tetrahydro-2H-pyran-2-yl)-6H-thieno[2,3-e]indazole